2-(6-{[(2s,4s)-1,2-dimethylpiperidin-4-yl](methyl)amino}[1,3]thiazolo[4,5-c]pyridazin-3-yl)-5-(1H-pyrazol-4-yl)phenol CN1[C@H](C[C@H](CC1)N(C=1SC2=C(N=NC(=C2)C2=C(C=C(C=C2)C=2C=NNC2)O)N1)C)C